2-((2-(6-Isopropylpyrimidin-4-yl)-1H-indol-5-yl)thio)acetic acid C(C)(C)C1=CC(=NC=N1)C=1NC2=CC=C(C=C2C1)SCC(=O)O